N-(3-fluoro-4-(1,2,3,6-tetrahydropyridin-4-yl)phenyl)-2-methyl-4-(1,2,3,6-tetrahydropyridin-4-yl)benzamide FC=1C=C(C=CC1C=1CCNCC1)NC(C1=C(C=C(C=C1)C=1CCNCC1)C)=O